(S)-4-(3-hydroxypyrrolidin-1-yl)biphenyl-3-carbonitrile O[C@@H]1CN(CC1)C1=C(C=C(C=C1)C1=CC=CC=C1)C#N